C(CC=1OCCN1)C=1OCCN1 2,2'-ethylenebis(2-oxazoline)